tert-butyl 8'-hydroxy-6'-oxo-6',8'-dihydro-3'H-spiro[azetidine-3,2'-[1,4]dioxino[2,3-f]isobenzofuran]-1-carboxylate OC1OC(C=2C=C3C(=CC12)OC1(CO3)CN(C1)C(=O)OC(C)(C)C)=O